[Si](C)(C)(C(C)(C)C)O[C@@H](CCC=O)C (R)-4-((tert-butyldimethylsilyl)oxy)pentanal